CC(C)N1N=CC2=CC=C(C=C12)C=1C(=NC(=NC1)N)N [1-(1-methylethyl)indazol-6-yl]-2,4-pyrimidinediamine